O1C(OCC1)C1CCN(CC1)C=1C(=C(N)C=CC1)OC 3-[4-(1,3-Dioxolan-2-yl)piperidin-1-yl]-2-methoxyaniline